C(C)C1=CC=C(C=C1)N1N=CC(=C1)C=1C=C2C(=CNC2=CC1)NS(=O)(=O)CCC(F)(F)F N-(5-(1-(4-ethylphenyl)-1H-pyrazol-4-yl)-1H-indol-3-yl)-3,3,3-trifluoropropane-1-sulfonamide